1-[(2-amino-6-methyl-imidazo[1,2-a]pyrazin-8-yl)methyl]pyrimidine-2,4-dione NC=1N=C2N(C=C(N=C2CN2C(NC(C=C2)=O)=O)C)C1